2-methyl-N-(4-(N-(6-(4-propylpiperazin-1-yl)pyridin-2-yl)sulfamoyl)naphthalen-1-yl)benzamide CC1=C(C(=O)NC2=CC=C(C3=CC=CC=C23)S(NC2=NC(=CC=C2)N2CCN(CC2)CCC)(=O)=O)C=CC=C1